CN1N=CC(=C1)C1=NC(=CC2=CC=CC=C12)N (1-methyl-1H-pyrazol-4-yl)isoquinolin-3-amine